FC=1C=C(C=C(C1)C)CC(=O)[O-] 2-(3-fluoro-5-methylphenyl)acetate